BrC=1C=C2C(=NC1)N(C=C2C(C)(C)O)S(=O)(=O)C2=CC=C(C)C=C2 2-[5-Bromo-1-(p-toluenesulfonyl)pyrrolo[2,3-b]pyridin-3-yl]propan-2-ol